(S)-4-(1H-imidazol-1-yl)-N-(1-phenylpyrrolidin-3-yl)pyrimidine-2-carboxamide N1(C=NC=C1)C1=NC(=NC=C1)C(=O)N[C@@H]1CN(CC1)C1=CC=CC=C1